C(C)(C)(C)OC(=O)N1CC=2N=C(N=C(C2C1)C)Cl 2-Chloro-4-methyl-5,7-dihydro-pyrrolo[3,4-d]pyrimidine-6-carboxylic acid tert-butyl ester